C[Si](C)(C)C#CC=1SC=C(N1)C(=O)O ((trimethylsilyl)ethynyl)thiazole-4-carboxylic acid